3-bromopropyl (1-(difluoromethyl)cyclopropyl)carbamate FC(C1(CC1)NC(OCCCBr)=O)F